2,6-bis(2,4,5-triethyloxyphenyl)-4-(4-bis(4-methylphenyl)aminophenyl)pyridine C(C)OC1=C(C=C(C(=C1)OCC)OCC)C1=NC(=CC(=C1)C1=CC=C(C=C1)N(C1=CC=C(C=C1)C)C1=CC=C(C=C1)C)C1=C(C=C(C(=C1)OCC)OCC)OCC